7-[5-chloranyl-2-[2-[6-[di(methyl)amino]-2-methyl-4-oxidanylidene-5,6,7,8-tetrahydroquinazolin-3-yl] ethoxy]phenyl]-5-methyl-thieno[3,2-b]pyridine-3-carboxylate ClC=1C=CC(=C(C1)C1=C2C(=NC(=C1)C)C(=CS2)C(=O)[O-])OCCN2C(=NC=1CCC(CC1C2=O)N(C)C)C